methyl 2-sulfanylacetate SCC(=O)OC